1-tert-butyl 2-methyl 4-(7-chloro-2H-benzo[b][1,4]oxazin-4(3H)-yl)pyrrolidine-1,2-dicarboxylate ClC=1C=CC2=C(OCCN2C2CC(N(C2)C(=O)OC(C)(C)C)C(=O)OC)C1